3-(2,4-dihydroxyphenyl)-7-hydroxy-5-methoxy-4H-chromen-4-one OC1=C(C=CC(=C1)O)C1=COC2=CC(=CC(=C2C1=O)OC)O